methyl 5-[5-(2-{3-[(2-aminophenyl) amino] azepan-1-yl} ethoxy)-1-methylpyrazol-4-yl]-1-methyl-6-oxopyridine-3-carboxylate NC1=C(C=CC=C1)NC1CN(CCCC1)CCOC1=C(C=NN1C)C1=CC(=CN(C1=O)C)C(=O)OC